[N+](=O)([O-])C1=CC=C(C=C1)S(=O)(=O)N1C(OCC1(C=C)C1=CC=CC=C1)=O (4-Nitro-benzenesulfonyl)-4-phenyl-4-vinyl-2-oxazolidinone